Ethyl (1-(5-(3-cyano-6-ethoxypyrazolo[1,5-a]pyridin-4-yl)pyridin-2-yl)-4-(morpholinomethyl)piperidin-4-yl)carbamate C(#N)C=1C=NN2C1C(=CC(=C2)OCC)C=2C=CC(=NC2)N2CCC(CC2)(CN2CCOCC2)NC(OCC)=O